NC=1C(=NC(=C(N1)F)Br)C=1C=C2C(=CN=CC2=CC1)F 6-(3-amino-6-bromo-5-fluoropyrazin-2-yl)-4-fluoroisoquinolin